C(C)(C)(CC)OOC1(CC(CC(C1)C)(C)C)OOC(C)(C)CC 1,1-bis(t-amylperoxy)-3,3,5-trimethylcyclohexane